4-iodo-2-methoxy-N-(4-(4-methylpiperazin-1-yl)phenyl)nicotinamide IC1=CC=NC(=C1C(=O)NC1=CC=C(C=C1)N1CCN(CC1)C)OC